trans-7-octadecenoic acid C(CCCCC\C=C\CCCCCCCCCC)(=O)O